C(C)(CC)C1C(NC2=C(CN1C(=O)NCC(=O)NC)C=CC=C2)=O 3-(sec-butyl)-N-(2-(methylamino)-2-oxoethyl)-2-oxo-1,2,3,5-tetrahydro-4H-benzo[1,4]diazepine-4-carboxamide